O(CC(=O)[O-])CC(=O)[O-] oxydiacetate